(1R,4R)-4-(4-(2,6-dioxopiperidin-3-yl)phenoxy)cyclohexane-1-carboxylic acid O=C1NC(CCC1C1=CC=C(OC2CCC(CC2)C(=O)O)C=C1)=O